3-(1-(4-isopropylbenzoyl)piperidin-3-ylphenoxy)-2-methylpropanoic acid C(C)(C)C1=CC=C(C(=O)N2CC(CCC2)C2=C(OCC(C(=O)O)C)C=CC=C2)C=C1